C1(C(C(C(C2(C3(C(C(C(C(=C3N=C12)C=1C(=C(C(=C2C1C1=C(S2)C(=C(C(=C1[2H])[2H])[2H])[2H])[2H])[2H])C=1C(C(C(C2(C3(C(C(C(C(C3=NC12)([2H])[2H])([2H])[2H])([2H])[2H])([2H])[2H])[2H])[2H])([2H])[2H])([2H])[2H])([2H])[2H])([2H])[2H])([2H])[2H])([2H])[2H])[2H])[2H])([2H])[2H])([2H])[2H])([2H])[2H])([2H])[2H] (dicarbazolyl-d16)dibenzothiophene-d6